3-oxahexane CCOCCC